2'-chloro-4-hydroxy-3',6-dimethyl-[1,4'-bipyridin]-2-one ClC1=NC=CC(=C1C)N1C(C=C(C=C1C)O)=O